(1R,2R)-2-propoxycyclopropane-1-carboxylic acid 2,5-dioxopyrrolidin-1-yl ester O=C1N(C(CC1)=O)OC(=O)[C@H]1[C@@H](C1)OCCC